2-(pyrrolidin-3-yl)benzoic acid N1CC(CC1)C1=C(C(=O)O)C=CC=C1